NC1CCC(CC1)NC1=NC2=C(C=C(C=C2C=N1)C=1C=CC(=NC1OC)NS(=O)(=O)C1=C(C=CC=C1)OC)CC N-(5-(2-(((1r,4r)-4-aminocyclohexyl)amino)-8-ethylquinazolin-6-yl)-6-methoxypyridin-2-yl)-2-methoxybenzenesulfonamide